2-(3-benzyl-1-bromo-3-azabicyclo[3.1.0]hexane-6-yl)acetic acid methyl ester COC(CC1C2CN(CC12Br)CC1=CC=CC=C1)=O